N-((R)-1-(3-(difluoromethyl)-2-fluorophenyl)ethyl)-4-(((3R,4S)-3-fluoro-1-methylpiperidin-4-yl)amino)-6-oxo-1,6-dihydropyridine-3-carboxamide FC(C=1C(=C(C=CC1)[C@@H](C)NC(=O)C1=CNC(C=C1N[C@@H]1[C@@H](CN(CC1)C)F)=O)F)F